C(C(C)C)(=O)P(OC)(=O)C1=CC=CC=C1 methyl isobutyroylphenylphosphinate